N-Methylxylamide CNC(=O)C1=C(C(=CC=C1)C)C